[NH4+].P(=O)(OCCN(CCN(C)C)C(CCC1=CC(=CC=C1)OCCCCCCCCCC)=O)(O)O 2-({3-[3-(Decyloxy)phenyl]propanoyl} [2-(dimethylamino)ethyl]amino)ethyl dihydrogen phosphate ammonium salt